CC1=CC=CC(=N1)C1=C(C=NN1)C1=CC=NC2=CC=CC=C12 4-(5-(6-methylpyridin-2-yl)-1H-pyrazol-4-yl)quinoline